FC(C[C@H](C)NC(OC)=O)(F)F methyl ((s)-4,4,4-trifluorobutan-2-yl)carbamate